COC1=NC(=NN2C1=C(C=C2)C=2C=C1C=CC=NC1=CC2)NC2CCC(CC2)(O)C (1r,4r)-4-((4-methoxy-5-(quinolin-6-yl)pyrrolo[2,1-f][1,2,4]triazin-2-yl)amino)-1-methylcyclohexan-1-ol